C(C)(=O)NCCCCNC(\C=C\C1=CC(O)=C(O)C=C1)=O (E)-N-acetyl-N'-caffeoylputrescine